Bis(dimethylamino)titanium (IV) dichloride [Cl-].[Cl-].CN(C)[Ti+2]N(C)C